1-(4-((4-((4-((5-((2R,6S)-2,6-dimethylmorpholino)pyridin-2-yl)oxy)-2-fluorophenyl)amino)-7-methoxyquinazolin-6-yl)amino)piperidin-1-yl)prop-2-en-1-one C[C@H]1O[C@H](CN(C1)C=1C=CC(=NC1)OC1=CC(=C(C=C1)NC1=NC=NC2=CC(=C(C=C12)NC1CCN(CC1)C(C=C)=O)OC)F)C